FC=1C=C2C=C(C(NC2=CC1)=O)C=1N=NN(C1)C1=CC=C(C=C1)N(C([C@H](C)OC)=O)C (S)-N-{4-[4-(6-fluoro-2-oxo-1,2-dihydro-quinolin-3-yl)-[1,2,3]triazol-1-yl]-phenyl}-2-methoxy-N-methyl-propionamide